CC1=NOC(=C1C1=CC2=C(N(C(=N2)[C@@H]2CCCC(N2C=2C=NC(=NC2)N)=O)[C@H]2CC3=C(N=C(S3)C)CC2)C=C1)C (S)-6-(5-(3,5-dimethylisoxazol-4-yl)-1-((R)-2-methyl-4,5,6,7-tetrahydrobenzo[d]thiazol-6-yl)-1H-benzo[d]imidazol-2-yl)-1-(2-aminopyrimidin-5-yl)piperidin-2-one